ClC1=C(C=CC=C1)C1C(O1)(C1=C(C=C(C=C1)F)F)CN1N=CN=C1SC#N {[3-(2-chlorophenyl)-2-(2,4-difluorophenyl)oxirane-2-yl]methyl}-1H-1,2,4-triazol-5-ylthiocyanate